C(Cl)(Cl)Cl (R)-Chloroform